1,1,1,3,3,3-Hexafluoropropan-2-yl 2-(2-(8-oxa-2-azaspiro[4.5]decan-2-yl)-6-(trifluoromethyl) benzyl)-3,3-dimethyl-2,8-diazaspiro[4.5]decane-8-carboxylate C1N(CCC12CCOCC2)C2=C(CN1CC3(CC1(C)C)CCN(CC3)C(=O)OC(C(F)(F)F)C(F)(F)F)C(=CC=C2)C(F)(F)F